(3s-trans)-2-oxetanone O1C(CC1)=O